4-(benzyloxy)-7-(3-((tert-butyldimethylsilyl)oxy)naphthalen-1-yl)-2-chloro-8-fluoroquinazoline C(C1=CC=CC=C1)OC1=NC(=NC2=C(C(=CC=C12)C1=CC(=CC2=CC=CC=C12)O[Si](C)(C)C(C)(C)C)F)Cl